tert-butyl N-[[4-[[3-(difluoromethyl) imidazo[1,2-a]pyridin-6-yl]oxymethyl]-2-oxabicyclo[2.1.1]hexan-1-yl]methyl]carbamate FC(C1=CN=C2N1C=C(C=C2)OCC21COC(C2)(C1)CNC(OC(C)(C)C)=O)F